FC=1C(=NC(=CC1)C)N 3-fluoro-6-methylpyridin-2-amine